C(#N)C1CN(CCC1OCC(=O)O)C1=NC(=C(N=C1)C1=CC=CC=C1)C1=CC=CC=C1 2-((3-cyano-1-(5,6-diphenylpyrazin-2-yl)piperidin-4-yl)oxy)acetic acid